2-[(2E)-2-(aminomethyl)-3-fluoroprop-2-en-1-yl]-4-(5-[(E)-2-(4-fluorophenyl)vinyl]thiophen-2-ylmethyl)-2,4-dihydro-3H-1,2,4-triazol-3-one hydrochloride Cl.NC/C(/CN1N=CN(C1=O)CC=1SC(=CC1)\C=C\C1=CC=C(C=C1)F)=C\F